monochlorotriethoxysilane Cl[Si](OCC)(OCC)OCC